4-chlorophenyl-diphenyl-sulfonium triflate [O-]S(=O)(=O)C(F)(F)F.ClC1=CC=C(C=C1)[S+](C1=CC=CC=C1)C1=CC=CC=C1